4-(1-ethoxyvinyl)-2-(1H-imidazole-1-yl)-6-methyl-5H-pyrrolo[3,2-d]Pyrimidine C(C)OC(=C)C=1C2=C(N=C(N1)N1C=NC=C1)C=C(N2)C